N-(cis-4-((5-(quinoxalin-6-yl)-4-(trifluoromethoxy)pyrrolo[2,1-f][1,2,4]triazin-2-yl)amino)cyclohexyl)acetamide N1=CC=NC2=CC(=CC=C12)C=1C=CN2N=C(N=C(C21)OC(F)(F)F)N[C@H]2CC[C@H](CC2)NC(C)=O